(S)-N-[2-(2-methoxy-7,8-dihydro-6H-indeno[5,4-d][1,3]oxazol-8-yl)ethyl]acetamide COC=1OC2=C(N1)C=CC=1CC[C@H](C12)CCNC(C)=O